3-(trans-1-(2-methoxyethyl)-4-phenylpyrrolidin-3-yl)urea COCCN1C[C@H]([C@@H](C1)C1=CC=CC=C1)NC(N)=O